N-Methyl-5-[[1-[2-oxo-2-[(2S,4S)-2-cyano-4-fluoro-pyrrolidin-1-yl]ethyl]-4-piperidyl]amino]-N-phenyl-chinolin-8-carboxamid CN(C(=O)C=1C=CC(=C2C=CC=NC12)NC1CCN(CC1)CC(N1[C@@H](C[C@@H](C1)F)C#N)=O)C1=CC=CC=C1